N-(2-hydroxyl-propyl)methacrylamide OC(CNC(C(=C)C)=O)C